3-[6-(4-amino-1-piperidinyl)-3-pyridinyl]piperidine-2,6-dione NC1CCN(CC1)C1=CC=C(C=N1)C1C(NC(CC1)=O)=O